trimethallyl-allyl isocyanate C(C(C)=C)C(C=C(CC(C)=C)CC(C)=C)N=C=O